C(=O)C=1C(=NN(C1)C)C(=O)OC methyl 4-formyl-1-methyl-1H-pyrazole-3-carboxylate